NCCOCCOCCC(=O)NC1=C(C(=O)NC2=NNC(=C2)C)C=CC=C1 2-(3-(2-(2-Aminoethoxy)ethoxy)propanamido)-N-(5-methyl-1H-pyrazol-3-yl)benzamide